NC1=NC=2C=CC(=CC2C2=C1COC2)C(=O)N2[C@@H](COC[C@@H]2C)C=2N=NC(=CC2)OCC (4-amino-1,3-dihydrofuro[3,4-c]quinolin-8-yl)((3R,5S)-3-(6-ethoxy-3-pyridazinyl)-5-methyl-4-morpholinyl)methanone